N-(1H-1,3-benzodiazol-5-ylmethyl)-3-(3,4-dimethoxy-phenyl)pyridin-4-amine N1C=NC2=C1C=CC(=C2)CNC2=C(C=NC=C2)C2=CC(=C(C=C2)OC)OC